COC1=C(C=CC(=C1)CCC(=O)CC(=O)/C=C/C2=CC(=C(C=C2)O)OC)O The molecule is a beta-diketone that is curcumin in which one of the double bonds has been reduced to a single bond. It has a role as a metabolite. It is a polyphenol, a beta-diketone, an enone and a diarylheptanoid. It derives from a curcumin.